ClC1=C(C(=O)NCC2=CC=C(C=C2)C(F)(F)F)C(=CC=C1)Cl 2,6-dichloro-N-[[4-(trifluoromethyl)-phenyl]-methyl]-benzamide